(2RS)-2-[7-fluoro-6-(4-piperazin-1-ylphenyl)indazol-2-yl]-2-phenyl-N-thiazol-2-yl-Acetamide hydrochloride Cl.FC1=C(C=CC2=CN(N=C12)[C@@H](C(=O)NC=1SC=CN1)C1=CC=CC=C1)C1=CC=C(C=C1)N1CCNCC1 |r|